FC=1C=NN(C1NC(O[C@H](C)C1=C(C=CC=C1)Cl)=O)C1=CC=C(C=C1)C1=CC=C(C=C1)C1(CC1)C(NS(=O)(=O)C)=O (R)-1-(2-chlorophenyl)ethyl (4-fluoro-1-(4'-(1-((methylsulfonyl)carbamoyl)cyclopropyl)-[1,1'-biphenyl]-4-yl)-1H-pyrazol-5-yl)carbamate